2,2,6,6-tetramethylpiperidine nitrogen [N].CC1(NC(CCC1)(C)C)C